(2R,3S)-heptane-2,3-diol C[C@H]([C@H](CCCC)O)O